(1-((3-(2-(dimethylamino)ethyl)-1H-indol-4-yl)oxy)ethyl)phosphonic acid CN(CCC1=CNC2=CC=CC(=C12)OC(C)P(O)(O)=O)C